[Pd].[Ti] Titanium Palladium